ClC1=CC=C(C(=N1)C(=O)NS(=O)(=O)C)N[C@H](C)C=1C=C(C=C2C(N(C(=NC12)N1CC2=NN(C=C2C1)C=1C=NN(C1)C)C)=O)C (R)-6-chloro-3-((1-(3,6-dimethyl-2-(2-(1-methyl-1H-pyrazol-4-yl)-2,6-dihydropyrrolo[3,4-c]pyrazol-5(4H)-yl)-4-oxo-3,4-dihydroquinazolin-8-yl)ethyl)amino)-N-(methylsulfonyl)picolinamide